BrC1=CC(=CC2=C1OCCO2)O 8-Bromo-2,3-dihydrobenzo[b]-[1,4]dioxin-6-ol